ClC1=C(C=C(C=C1F)NC(OC(C)(C)C)=O)NCC=1N=C2N(C=C(C=C2N2C(N(C(C2)=O)C)=O)C2CC2)C1 tert-butyl (4-chloro-3-(((6-cyclopropyl-8-(3-methyl-2,4-dioxoimidazolidin-1-yl)imidazo[1,2-a]pyridin-2-yl)methyl)amino)-5-fluorophenyl)carbamate